O1C=C(C2=C1C=CC=C2)CNC2=CC=C(C=C2)OC N-(benzofuran-3-ylmethyl)-4-methoxyaniline